The molecule is a tetrapeptide comprising L-alanyl, gamma-D-glutamyl, meso-diaminopimelyl and L-alanine units in a linear sequence. It is a conjugate acid of a L-Ala-gamma-D-Glu-meso-Dap-D-Ala(1-). C[C@@H](C(=O)N[C@H](CCC(=O)N[C@H](CCC[C@@H](C(=O)O)N)C(=O)N[C@H](C)C(=O)O)C(=O)O)N